4-(3-fluorophenyl)-3,4-dihydronaphthalen FC=1C=C(C=CC1)C1CC=CC2=CC=CC=C12